(S)-quinuclidin-3-yl (5-(4-ethoxy-3-fluorophenyl)-2,2-dimethyl-2,3-dihydro-1H-inden-1-yl)carbamate C(C)OC1=C(C=C(C=C1)C=1C=C2CC(C(C2=CC1)NC(O[C@@H]1CN2CCC1CC2)=O)(C)C)F